COCC([C@@H](C(=O)N1[C@@H]([C@H]2C([C@H]2C1)(C)C)C(=O)O)NC(C(F)(F)F)=O)(C)C (1R,2S,5S)-3-((S)-4-methoxy-3,3-dimethyl-2-(2,2,2-trifluoroacetamido)butanoyl)-6,6-dimethyl-3-azabicyclo[3.1.0]hexane-2-carboxylic acid